bis(benzothiophene-2-yl)phosphorus oxide S1C(=CC2=C1C=CC=C2)[P](C=2SC1=C(C2)C=CC=C1)=O